(RS)-3,4-Dichloro-N-(4-piperidin-3-yl-phenyl)-benzamid ClC=1C=C(C(=O)NC2=CC=C(C=C2)[C@@H]2CNCCC2)C=CC1Cl |r|